(R)-1-(8-fluoro-2-(((2S,4R)-4-fluoro-1-methylpyrrolidin-2-yl)methoxy)-7-(7-fluoro-3-hydroxynaphthalen-1-yl)-5-(propynyl)pyrido[4,3-d]pyrimidin-4-yl)-3-methylpiperidin-3-ol FC1=C(N=C(C2=C1N=C(N=C2N2C[C@@](CCC2)(O)C)OC[C@H]2N(C[C@@H](C2)F)C)C#CC)C2=CC(=CC1=CC=C(C=C21)F)O